3-(ethylthiomethyl)azetidine-1-carboxylic acid tert-butyl ester C(C)(C)(C)OC(=O)N1CC(C1)CSCC